OC1=NC=CC=C1C=O 2-Hydroxy-pyridine-3-carbaldehyde